3-ethyl-6-(2-(2-methyl-6-(trifluoromethyl)pyrimidin-4-yl)-2,6-diazaspiro[3.4]octan-6-yl)-1-(tetrahydro-2H-pyran-2-yl)-1H-pyrazolo[3,4-b]pyrazine C(C)C1=NN(C2=NC(=CN=C21)N2CC1(CN(C1)C1=NC(=NC(=C1)C(F)(F)F)C)CC2)C2OCCCC2